2-[6-(3-Chlorophenyl)pyrazolo[4,3-b]pyridin-1-yl]-1-(3,3-difluoroazetidin-1-yl)ethanone ClC=1C=C(C=CC1)C=1C=C2C(=NC1)C=NN2CC(=O)N2CC(C2)(F)F